m-methylbenzamide CC=1C=C(C(=O)N)C=CC1